C(C)(C)C1=CC=C2SC=3C=CC(=CC3C(C2=C1)=O)[S+](C1=CC=CC=C1)C1=CC=CC=C1 7-isopropyl-9-oxo-10-thia-9,10-dihydroanthracen-2-yl-diphenylsulfonium